FC=1C=CC(=NC1)OCC1N(C2CC(C1)C2)C(=O)C2=NC(=CC=C2C2=NC=CC=N2)C 3-{[(5-fluoropyridin-2-yl)oxy]methyl}-2-[6-methyl-3-(pyrimidin-2-yl)pyridine-2-carbonyl]-2-azabicyclo[3.1.1]heptane